N-(1-cyclobutyl-4-fluoro-3-methyl-1H-pyrazolo[3,4-d]pyrimidin-6-yl)-2-(2,6-dioxopiperidin-3-yl)-1-oxoisoindoline-5-carboxamide C1(CCC1)N1N=C(C=2C1=NC(=NC2F)NC(=O)C=2C=C1CN(C(C1=CC2)=O)C2C(NC(CC2)=O)=O)C